(R)-2-((4-aminophenethyl)amino)-1-phenyl-ethanol NC1=CC=C(CCNC[C@H](O)C2=CC=CC=C2)C=C1